1-methylbutylaminosilane CC(CCC)N[SiH3]